Methyl 2-(6-fluoro-2,4-dioxo-1H-quinazolin-3-yl)propanoate FC=1C=C2C(N(C(NC2=CC1)=O)C(C(=O)OC)C)=O